C(C)(C)(C)OC(=O)N1C(CCC1)CCC(=O)O 3-(1-(tert-butoxycarbonyl)pyrrolidin-2-yl)propionic acid